CN(C)P(N(C)C)N(C)C tris(dimethylamino)phosphorus